ClC=1C=C(C=CC1OC1=CC=NC2=CC(=C(N=C12)OC)OCCOC)NC(=O)C1(CC1)C(=O)NC1=CC=C(C=C1)F 1-N'-[3-chloro-4-[[6-methoxy-7-(2-methoxyethoxy)-1,5-naphthyridin-4-yl]oxy]phenyl]-1-N-(4-fluorophenyl)cyclopropane-1,1-dicarboxamide